CC([C@@H](C(=O)O)NS(=O)(=O)C=1C=CC2=C(OC3=C2C=C(C=C3)N3C(OCCC3)=O)C1)C (S)-3-methyl-2-(8-(2-oxo-1,3-oxazinan-3-yl)dibenzo[b,d]furan-3-sulfonamido)butanoic acid